naphthoic acid (naphthoate) C1(=CC=CC2=CC=CC=C12)C(=O)O.C1(=CC=CC2=CC=CC=C12)C(=O)O